BrC=C(C1=CC=CC=C1)C1=C(C=CC(=C1)F)OCOC 2-bromo-1-(2-methoxymethoxy-5-fluorophenyl)-1-(phenyl)-ethene